C12CCC(CC1)N2C=2C=1N(N=C(C2)C=2C(NC(NC2)=O)=O)C=CN1 5-(8-(7-azabicyclo[2.2.1]heptan-7-yl)imidazo[1,2-b]pyridazin-6-yl)pyrimidine-2,4(1H,3H)-dione